[3-(pyridin-3-yl)-1,2-oxazol-5-yl]methanone N1=CC(=CC=C1)C1=NOC(=C1)C=O